NC1=CC(=C2O[C@@H](CCC=CC(C(C3=NN=C(C1=N2)O3)(C(F)(F)F)OCC3=CC=CC=C3)O)C)C(F)(F)F (12R)-17-amino-6-benzyloxy-12-methyl-6,15-bis(trifluoromethyl)-13,19-dioxa-3,4,18-triazatricyclo[12.3.1.12,5]nonadeca-1(18),2,4,8,14,16-hexa-en-7-ol